tert-butyl (S)-2-((5-(3-chlorophenyl)isoxazol-3-yl)carbamoyl)pyrrolidine-1-carboxylate ClC=1C=C(C=CC1)C1=CC(=NO1)NC(=O)[C@H]1N(CCC1)C(=O)OC(C)(C)C